CC(=C)C=1OCCN1 4,5-dihydro-2-(1-methyl-vinyl)-oxazole